N1N=CC2=CC=C(C=C12)NC1=NC(=NC=C1C)NC1=CC=C(C=C1)N1CCOCC1 N4-(1H-indazol-6-yl)-5-methyl-N2-(4-morpholinophenyl)pyrimidine-2,4-diamine